N-(4-(2-(2-(benzo[d][1,3]dioxol-5-yl)acetamido)-5-methylthiazol-4-yl)phenyl)-N,2-dimethylbenzamide O1COC2=C1C=CC(=C2)CC(=O)NC=2SC(=C(N2)C2=CC=C(C=C2)N(C(C2=C(C=CC=C2)C)=O)C)C